OC1(CCN(CC1)C(=O)OC(C)(C)C)CN1CCN(CC1)C1=CC=C(C=C1)NC(C(F)(F)F)=O tert-butyl 4-hydroxy-4-[[4-[4-[(2,2,2-trifluoroacetyl) amino]phenyl] piperazin-1-yl]methyl]piperidine-1-carboxylate